α-glycidoxypropyltriethoxysilane C(C1CO1)OC(CC)[Si](OCC)(OCC)OCC